C1(CCCC1)NP1C(CCC1C1=CC=CC=C1)C1=CC=CC=C1 N-cyclopentyl-2,5-diphenylphospholan-1-amine